OC1=C(C=CC=C1)C1=CC(=CN=N1)N1CCC(CC1)(C(=O)O)N1N=C(C=C1)C 1-[6-(2-hydroxyphenyl)pyridazin-4-yl]-4-(3-methylpyrazol-1-yl)piperidine-4-carboxylic acid